(S)-4-(4-propenoyl-2-methylpiperazin-1-yl)-6-chloro-7-(2,3-dichloro-5-methoxyphenyl)-1-(2-isopropylphenyl)quinazolin-2(1H)-one C(C=C)(=O)N1C[C@@H](N(CC1)C1=NC(N(C2=CC(=C(C=C12)Cl)C1=C(C(=CC(=C1)OC)Cl)Cl)C1=C(C=CC=C1)C(C)C)=O)C